FC=1C=C(C=2N=C3C(=NC2C1)OCC1=C3C=CC=N1)C(C)=O 1-(9-fluoro-5H-pyrido[3',2':4,5]pyrano[2,3-b]quinoxalin-11-yl)ethan-1-one